5-[(2,4-diamino-5-pyrimidinyl)methyl]-2,6-dimethoxy-phenol NC1=NC=C(C(=N1)N)CC=1C=CC(=C(C1OC)O)OC